methyl 3-bromo-2-hydroxy-5-methylbenzoate BrC=1C(=C(C(=O)OC)C=C(C1)C)O